4,6-dimethyl-2,4,6-tris(4-hydroxyphenyl)-2-heptene CC(C=C(C)C1=CC=C(C=C1)O)(CC(C)(C1=CC=C(C=C1)O)C)C1=CC=C(C=C1)O